2-(azetidin-3-ylmethyl)-5-((1S,3R)-2-(2-fluoro-2-methylpropyl)-3-methyl-2,3,4,9-tetrahydro-1H-pyrido[3,4-b]indol-1-yl)thiazole N1CC(C1)CC=1SC(=CN1)[C@H]1N([C@@H](CC2=C1NC1=CC=CC=C21)C)CC(C)(C)F